3,3',4'-trifluoro-[1,1'-biphenyl] FC=1C=C(C=CC1)C1=CC(=C(C=C1)F)F